FC(C(=O)O)(F)F.FC1(CCN(CC1)C=1C=2N(C=C(N1)N)C=C(N2)C)F 8-(4,4-difluoropiperidin-1-yl)-2-methylimidazo[1,2-a]pyrazin-6-amine trifluoroacetate